CC(C)CCCCCCCCCCCCCCO The molecule is a long-chain fatty alcohol that is hexadecan-1-ol bearing a methyl substituent at position 15. It is a long-chain primary fatty alcohol and a fatty alcohol 17:0.